2-(indol-6-yl)-2,3-dihydroquinazolin-4(1H)-one N1C=CC2=CC=C(C=C12)C1NC2=CC=CC=C2C(N1)=O